N-((R)-(4-chlorophenyl)((2R)-tetrahydro-2-furanyl)methyl)-1-(((3S)-1-((3-cyano-1-azetidinyl)sulfonyl)-3-piperidinyl)carbonyl)-D-prolinamide ClC1=CC=C(C=C1)[C@@H](NC([C@@H]1N(CCC1)C(=O)[C@@H]1CN(CCC1)S(=O)(=O)N1CC(C1)C#N)=O)[C@@H]1OCCC1